[N+](=O)([O-])C=1C=C(C=CC1N1CCN(CC1)C1=CC=C(C=C1)[N+](=O)[O-])S(=O)(=O)NCC1=NC=CC=C1 3-Nitro-4-[4-(4-Nitrophenyl)piperazin-1-yl]-N-(pyridin-2-ylmethyl)benzenesulfonamide